N-(5-(2-(2,2-dimethylazetidin-1-yl)acetamido)-2-methylpyridin-3-yl)-2-(5-methoxy-1-methyl-1H-pyrazol-4-yl)pyrazolo[5,1-b]thiazole-7-carboxamide CC1(N(CC1)CC(=O)NC=1C=C(C(=NC1)C)NC(=O)C=1C=NN2C1SC(=C2)C=2C=NN(C2OC)C)C